Benzyl ((4,4-difluorocyclohexyl)(5-vinyloxazolo[4,5-b]pyridin-2-yl)methyl)((2-nitrophenyl)sulfonyl)carbamate FC1(CCC(CC1)C(C=1OC=2C(=NC(=CC2)C=C)N1)N(C(OCC1=CC=CC=C1)=O)S(=O)(=O)C1=C(C=CC=C1)[N+](=O)[O-])F